N-((S)-7-(((2S,3R,4R)-3,4-dihydroxytetrahydrofuran-2-yl)methoxy)-5-methyl-4-oxo-2,3,4,5-tetrahydrobenzo[b][1,4]oxazepin-3-yl)-4-(3-fluorobenzyl)-1H-pyrazole-1-carboxamide O[C@H]1[C@@H](OC[C@H]1O)COC1=CC2=C(OC[C@@H](C(N2C)=O)NC(=O)N2N=CC(=C2)CC2=CC(=CC=C2)F)C=C1